2-(1H-1,2,3-triazol-1-yl)benzoic acid N1(N=NC=C1)C1=C(C(=O)O)C=CC=C1